FC1=C(C=CC(=C1)F)C1=NC(=CC2=C1N=C(N(C2=O)C)C)[C@H]2C[C@H](O[C@H](C2)C2=CC(=NC=C2)C)C 8-(2,4-Difluorophenyl)-2,3-dimethyl-6-((2R,4S,6R)-2-methyl-6-(2-methylpyridin-4-yl)tetrahydro-2H-pyran-4-yl)pyrido[3,4-d]pyrimidin-4(3H)-one